C(C)(C)(C)OC(=O)N(C1=C(C=C(C(=O)OC)C=C1)OC)CC#C methyl 4-((tert-butoxycarbonyl)(prop-2-yn-1-yl)amino)-3-methoxybenzoate